C(C)OC(\C=C(/C#CCCCCCOCC1=CC=CC=C1)\C)=O (Z)-10-(benzyloxy)-3-methyldec-2-en-4-ynoic acid ethyl ester